4-[({3-[1-(morpholine-4-carbonyl)-4-oxo-3-(trifluoromethyl)azetidin-2-yl]-1-(1,3-thiazole-4-carbonyl)-1H-pyrazol-5-yl}oxy)methyl]benzene-1-carboximidamide N1(CCOCC1)C(=O)N1C(C(C1=O)C(F)(F)F)C1=NN(C(=C1)OCC1=CC=C(C=C1)C(N)=N)C(=O)C=1N=CSC1